(1R,3S,5R)-2-(2-(3-acetyl-5-(2-methylpyrimidin-5-yl)-1H-indol-1-yl)acetyl)-N-(6-bromopyridin-2-yl)-2-azabicyclo[3.1.0]hexane-3-carboxamide C(C)(=O)C1=CN(C2=CC=C(C=C12)C=1C=NC(=NC1)C)CC(=O)N1[C@@H]2C[C@@H]2C[C@H]1C(=O)NC1=NC(=CC=C1)Br